C(C1=CC=CC=C1)OCCOCCOCCOC1=C2C(N(C(C2=CC=C1)=O)C1C(NC(CC1)=O)=O)=O 4-(2-(2-(2-(benzyloxy)ethoxy)ethoxy)ethoxy)-2-(2,6-dioxopiperidin-3-yl)isoindoline-1,3-dione